ClC1=CC(=C2C(=NC(N(C2=C1)C1=NC=CN=C1)=O)NC1(CC1)C#C)OC 7-chloro-4-((1-ethynylcyclopropyl)amino)-5-methoxy-1-(pyrazin-2-yl)quinazolin-2(1H)-one